methyl 3-carbamoyl-1-(2-((2-((3-chloro-2-fluorobenzyl)amino)-2-oxoethyl)(isopropyl)amino)-2-oxoethyl)-1H-indazole-5-carboxylate C(N)(=O)C1=NN(C2=CC=C(C=C12)C(=O)OC)CC(=O)N(C(C)C)CC(=O)NCC1=C(C(=CC=C1)Cl)F